Methylfuran-3-carboxylic acid CC=1OC=CC1C(=O)O